ClC1=NC=C(C#N)C=C1 L-6-chloronicotinonitrile